benzyl (S)-6-(cyclopropanecarboxamido)-7-(4-fluorobenzyl)-2-methyl-2,3-dihydro-1H-pyrido[2,3-b][1,4]oxazine-1-carboxylate C1(CC1)C(=O)NC=1C(=CC2=C(OC[C@@H](N2C(=O)OCC2=CC=CC=C2)C)N1)CC1=CC=C(C=C1)F